COC(=O)C1=C(C=2C=NC(=CC2S1)Cl)N 3-amino-6-chlorothieno[3,2-c]pyridine-2-carboxylic acid methyl ester